ClC1=CN=C2C(=N1)N(N=C2)C2CCN(CC2)C(=O)OC(C)(C)C tert-butyl 4-(6-chloro-1H-pyrazolo[3,4-b]pyrazin-1-yl)piperidine-1-carboxylate